BrC=1C(=C(\C=C/2\C(N(C(S2)=S)C2=CC(=CC=C2)F)=O)C=C(C1)[N+](=O)[O-])O (5Z)-5-(3-Bromo-2-hydroxy-5-nitrobenzylidene)-3-(3-fluorophenyl)-2-thioxo-1,3-thiazolidin-4-one